N-cyclopropyl-6-(((3aR,5s,6aS)-2-((tetrahydro-2H-pyran-4-yl)methyl)octahydrocyclopenta[c]pyrrol-5-yl)amino)pyridazine-3-carboxamide C1(CC1)NC(=O)C=1N=NC(=CC1)NC1C[C@@H]2[C@@H](CN(C2)CC2CCOCC2)C1